3-(9-(4-(2-(2-Aminopyridin-3-yl)-5-phenyl-3H-imidazo[4,5-b]pyridin-3-yl)benzyl)-2,9-diazaspiro[5.5]undecan-2-yl)-4-methoxycyclobut-3-ene-1,2-dione NC1=NC=CC=C1C1=NC=2C(=NC(=CC2)C2=CC=CC=C2)N1C1=CC=C(CN2CCC3(CCCN(C3)C=3C(C(C3OC)=O)=O)CC2)C=C1